3'-methyl-3-(2-methyl-pyridin-4-yl)-4-pentyl-[1,1'-biphenyl]-2,6-diol CC=1C=C(C=CC1)C=1C(=C(C(=CC1O)CCCCC)C1=CC(=NC=C1)C)O